FC=1C=C(C=CC1F)C1N(CCOC1)C(=O)NCC(CO)CC1=CC(=C(C=C1)OC)OC (3,4-difluorophenyl)-N-(2-(3,4-dimethoxybenzyl)-3-hydroxypropyl)morpholine-4-carboxamide